C1(=C(C=CC=C1)N(C1=C(C=CC=C1)C1=C(C=CC=2C3=CC=CC=C3NC12)CC1=CC=CC2=CC=CC=C12)C1=C(C=CC=C1)C1=CC=CC=C1)C1=CC=CC=C1 di(biphenyl-yl)[(naphthylmethylcarbazolyl)phenyl]amine